CCCCCCCCCC#C undecyne